C[N+](CC1=C(C(=CC(=C1)CC)OC)OCCCCCCCCCCCCCCCC)(C)[O-] N,N-Dimethyl-1-(5-ethyl-2-hexadecyloxy-3-methoxyphenyl)methanamin-N-oxid